COC1=CC=C(C=C1)N1N=C(N=N1)C=1SC=CC1 2-(4-methoxyphenyl)-5-(thiophen-2-yl)-2H-tetrazole